Uracil-1-yl-acetic acid N1(C(=O)NC(=O)C=C1)CC(=O)O